(6-cyclopropyl-2-(((3-((1S*,2S*)-2-(4-methylpyrimidin-2-yl)cyclopropyl)quinolin-6-yl)amino)methyl)imidazo[1,2-a]pyridin-8-yl)-3-methylimidazolidine-2,4-dione C1(CC1)C=1C=C(C=2N(C1)C=C(N2)CNC=2C=C1C=C(C=NC1=CC2)[C@@H]2[C@H](C2)C2=NC=CC(=N2)C)N2C(N(C(C2)=O)C)=O |o1:24,25|